6-[2-(2-Bromo-naphthalen-1-yl)-ethylamino]-pyrimidin BrC1=C(C2=CC=CC=C2C=C1)CCNC1=CC=NC=N1